N-[[6-[3-(Trifluoromethyl)anilino]-2-pyridyl]sulfonyl]-2-(2,2,4-trimethylpyrrolidin-1-yl)pyridin-3-carboxamid FC(C=1C=C(NC2=CC=CC(=N2)S(=O)(=O)NC(=O)C=2C(=NC=CC2)N2C(CC(C2)C)(C)C)C=CC1)(F)F